ClC=1C=C(C=CC1)C(C=1NC=C(N1)S(=O)(=O)N)NC1=NC(=C(C=C1)OC(F)F)C 2-((3-chlorophenyl)((5-(difluoromethoxy)-6-methylpyridin-2-yl)amino)methyl)-1H-imidazole-4-sulfonamide